CC=1C(=CC2=C(N=C(S2)C2CCN(CC2)C(=O)OC(C)(C)C)C1C)C(=O)O methyl-2-(1-(tert-butoxycarbonyl)piperidin-4-yl)-4-methylbenzo[d]thiazole-6-carboxylic acid